C1=2C3=CC=CC(NCCN4C(CCC4CCC=4C=CN(N=C1)C2N4)=O)=C3 7,10,20,21,24-pentaazapentacyclo[15.5.2.12,6.010,14.020,23]pentacosa-1(23),2,4,6(25),17(24),18,21-heptaen-11-one